ClCC1(CC(C1)(F)F)C#N 1-(chloromethyl)-3,3-difluorocyclobutane-1-carbonitrile